NC1=NC=C(C(=O)N)C=C1 6-Aminonicotinamide